(S)-4-methyl-1-(5-methyl-1,3,4-thiadiazol-2-yl)pentan-2-amine hydrochloride Cl.CC(C[C@@H](CC=1SC(=NN1)C)N)C